2-(1H-tetrazol-1-yl)ethane-1-thiol N1(N=NN=C1)CCS